C(#N)C=1C(=CC(=NC1)N1N=CC(=C1)CN1CC(CC(C1)C=1C(=C2COC(C2=CC1)=O)C)NC(C)=O)C N-(1-((1-(5-cyano-4-methylpyridin-2-yl)-1H-pyrazol-4-yl)methyl)-5-(4-methyl-1-oxo-1,3-dihydroisobenzofuran-5-yl)piperidin-3-yl)acetamide